tert-Butyl ((3S,5S)-1-(4-fluoro-2-nitrophenyl)-5-(hydroxymethyl)pyrrolidin-3-yl)carbamate FC1=CC(=C(C=C1)N1C[C@H](C[C@H]1CO)NC(OC(C)(C)C)=O)[N+](=O)[O-]